C1(CC1)C1=NN2C(N=CC(=C2)N)=C1I cyclopropyl-3-iodopyrazolo[1,5-a]pyrimidin-6-amine